5-(6-Chloro-1-methyl-9H-pyrido[3,4-b]indol-8-yl)-2-methoxy-phenylamine ClC=1C=C2C3=C(NC2=C(C1)C=1C=CC(=C(C1)N)OC)C(=NC=C3)C